Thiolpropionic acid C1=CSC(=C1)CCC(=O)O